C(C)(C)(C)OC(=O)N(C(OC(C)(C)C)=O)C1=NC=C(C=C1CC)NC(C(=O)N1C(CC[C@@H](C1)C)C=1C=CC2=C(N=C(S2)C2CCN(CC2)C)C1)=O tert-butyl N-tert-butoxycarbonyl-N-[3-ethyl-5-[[2-[(5S)-5-methyl-2-[2-(1-methyl-4-piperidyl)-1,3-benzothiazol-5-yl]-1-piperidyl]-2-oxo-acetyl]amino]-2-pyridyl]carbamate